thieno[2,3-c]pyridine-5-carboxylic acid S1C=CC=2C1=CN=C(C2)C(=O)O